niobium-iridium-tellurium [Te].[Ir].[Nb]